3-fluoro-2-iodotoluene FC=1C(=C(C)C=CC1)I